C[Si](C)(C)OC(C(S(=O)(=O)O)(F)F)=O.C[N+](CCCC1C=CC=C1)(C)C.[C-]1(C=CC=C1)CCC[N+](C)(C)C.[Fe+2] 1,1'-bis(3-(trimethylammonio)propyl)ferrocenium Trimethylsilyl-2,2-difluoro-2-sulfoacetate